C(C1=CC=CC=C1)OC1=C(C(=NC(=C1)Cl)C)C=1OC=CN1 2-(4-(benzyloxy)-6-chloro-2-methylpyridin-3-yl)oxazole